(2S)-1-(4,5-dichloro-2-methyl-phenyl)-2-methyl-piperazine ClC1=CC(=C(C=C1Cl)N1[C@H](CNCC1)C)C